NC(C(=O)[O-])(CC)C amino-α-methylbutyrate